N-(1,1-dioxido-2-(4-(trifluoromethyl)phenyl)-3,4-dihydro-2H-benzo[b][1,4,5]oxathiazepin-8-yl)-2,4-dimethyloxazole-5-carboxamide O=S1(C2=C(OCCN1C1=CC=C(C=C1)C(F)(F)F)C=CC(=C2)NC(=O)C2=C(N=C(O2)C)C)=O